5-fluoro-2-[(4-{7-[(1S,3S,4S)-5-oxo-2-azabicyclo[2.2.2]octane-3-carbonyl]-2,7-diazaspiro[3.5]non-2-yl}pyrimidin-5-yl)oxy]-N,N-di(propan-2-yl)benzamide FC=1C=CC(=C(C(=O)N(C(C)C)C(C)C)C1)OC=1C(=NC=NC1)N1CC2(C1)CCN(CC2)C(=O)[C@H]2N[C@@H]1CC([C@H]2CC1)=O